C1CC12CCN(CC2)C=2OC1=C(C=C(C=C1C(C2C)=O)C)[C@@H](C)NC=2C(=NC(=CC2)Cl)C(=O)O 3-[[(1R)-1-[2-(6-azaspiro[2.5]octan-6-yl)-3,6-dimethyl-4-oxo-chromen-8-yl]ethyl]amino]-6-chloro-pyridine-2-carboxylic acid